ClC=1SC(=CN1)CN1CC(CC1)C(=O)N ((2-chlorothiazol-5-yl)methyl)pyrrolidine-3-carboxamide